tert-butyl 4-(1-(2-chloropyridin-3-yl)ureido)piperidine-1-carboxylate ClC1=NC=CC=C1N(C(=O)N)C1CCN(CC1)C(=O)OC(C)(C)C